2-(benzoylamino)-5-benzyl-3-thiophenecarboxamide C(C1=CC=CC=C1)(=O)NC=1SC(=CC1C(=O)N)CC1=CC=CC=C1